N[C@H](C(=O)NC[C@H](C)NC(C1=C(C=C(C=C1)NC=1C=2N(C=CN1)C(=CN2)C2=C(C(=C(C=C2)OC2=NC=CC=C2)F)F)CC)=O)CCNC(=N)N N-[(1S)-2-[[(2S)-2-amino-4-guanidino-butanoyl]amino]-1-methyl-ethyl]-4-[[3-[2,3-difluoro-4-(2-pyridyloxy)phenyl]imidazo[1,2-a]pyrazin-8-yl]amino]-2-ethyl-benzamide